Cl.ClC1=CC=C(C=C1)C1=CC=C(N1C1=NC=CC=C1C(F)(F)F)C1=CC=C(C(=O)NCCCN(C)C)C=C1 4-[5-(4-chlorophenyl)-1-[3-(trifluoromethyl)-2-pyridyl]pyrrol-2-yl]-N-[3-(dimethylamino)propyl]-benzamide hydrochloride